(R)-3-chloro-5-(4-(3-(methylsulfonyl)pyrrolidin-1-yl)phenyl)pyridin-2-amine ClC=1C(=NC=C(C1)C1=CC=C(C=C1)N1C[C@@H](CC1)S(=O)(=O)C)N